3-(5-((4-((6-((5-fluoro-4-(4-fluoro-1-isopropyl-2-methyl-1H-benzo[d]imidazole-6-yl)pyrimidin-2-yl)amino)pyridin-3-yl)methyl)piperazin-1-yl)methyl)-1-oxoisoindoline-2-yl)piperidine FC=1C(=NC(=NC1)NC1=CC=C(C=N1)CN1CCN(CC1)CC=1C=C2CN(C(C2=CC1)=O)C1CNCCC1)C=1C=C(C2=C(N(C(=N2)C)C(C)C)C1)F